OCC(C)(C)NC1=NC(=C(C(=O)NC2=CC(=CC=C2)C=2OC(=CN2)C)C=C1)N1CCC2(CC2)CC1 6-((1-hydroxy-2-methylpropan-2-yl)amino)-N-(3-(5-methyloxazol-2-yl)phenyl)-2-(6-azaspiro[2.5]octan-6-yl)nicotinamide